BrC=1C(=CC2=CC=CC=C2C1)C1=CC=CC2=CC=CC=C12 3-bromo-2,1'-binaphthyl